(2S,4R)-N-[(1S)-1-(4-cyanophenyl)ethyl]-4-hydroxy-1-[(2S)-3-methyl-2-(3-piperazin-1-ylisoxazol-5-yl)butanoyl]pyrrolidine-2-carboxamide C(#N)C1=CC=C(C=C1)[C@H](C)NC(=O)[C@H]1N(C[C@@H](C1)O)C([C@@H](C(C)C)C1=CC(=NO1)N1CCNCC1)=O